2-((6-Chloronaphthalen-2-yl)oxy)-N-((2,4-dimethylphenyl)sulfonyl)acetamide ClC=1C=C2C=CC(=CC2=CC1)OCC(=O)NS(=O)(=O)C1=C(C=C(C=C1)C)C